2-(3-{[5-chloro-6-(5-methoxy-2-pyrazinyl)-2-indolyl]methyl}ureido)ethanol ClC=1C=C2C=C(NC2=CC1C1=NC=C(N=C1)OC)CNC(NCCO)=O